1-(4-methoxyphenyl)-3-phenyl-1H-pyrazol-5-amine COC1=CC=C(C=C1)N1N=C(C=C1N)C1=CC=CC=C1